CC1=CC=C(C=C1)S(=O)(=O)[O-].ClC1=C(C=CC(=C1)C(C1=CC=CC=C1)=O)SC1=CC=C(C=C1)[S+](C1=CC=C(C=C1)F)C1=CC=C(C=C1)F 4-(2-chloro-4-benzoylphenylthio)phenylbis(4-fluorophenyl)sulfonium p-toluenesulfonate